N1C=C(C=2C1=NC=CC2)N2CCN(CC2)CC=2C=C1C(N(C(C1=CC2)=O)C2C(NC(CC2)=O)=O)=O 5-((4-(1H-pyrrolo[2,3-b]pyridin-3-yl)piperazin-1-yl)methyl)-2-(2,6-dioxopiperidin-3-yl)isoindoline-1,3-dione